3-[5-[2-cyano-2-(pyridin-2-yl)eth-1-en-1-yl]-2-fluorophenoxy]-N-[(1R)-2-phenyl-1-[(1S,2S,6R,8S)-2,9,9-trimethyl-3,5-dioxa-4-boratricyclo[6.1.1.0^[2,6]]decan-4-yl]ethyl]propanamide C(#N)C(=CC=1C=CC(=C(OCCC(=O)N[C@@H](CC2=CC=CC=C2)B2O[C@]3([C@@H]4C([C@H](C[C@H]3O2)C4)(C)C)C)C1)F)C1=NC=CC=C1